Cl.NCCCCCCCCCCC1=CC2=C(N(C(N2C)=O)C2C(NC(CC2)=O)=O)C=C1 3-(5-(10-Aminodecyl)-3-methyl-2-oxo-2,3-dihydro-1H-benzo[d]imidazol-1-yl)piperidine-2,6-dione hydrochloride